C(C1=CC=C(C(=O)[O-])C=C1)(=O)OC1CCC(CC1)C(C)(C)C1CCC(CC1)OC(C1=CC=C(C(=O)[O-])C=C1)=O O'-(propane-2,2-diylbis(cyclohexane-4,1-diyl)) diterephthalate